2,8,9-trimethyl-7-(3-(pyridazin-4-yl)-7,8-dihydro-1,6-naphthyridin-6(5H)-yl)-4H-pyrimido[1,2-b]pyridazin-4-one CC=1N=C2N(N=C(C(=C2C)C)N2CC=3C=C(C=NC3CC2)C2=CN=NC=C2)C(C1)=O